C(CC)N(CCC)C(CCC)O N,N-dipropylaminobutanol